1-(2-chloro-ethyl)-piperidine hydrochloride Cl.ClCCN1CCCCC1